(S)-5-((3-chloro-4-fluorophenyl)(methyl)carbamoyl)-2-oxo-imidazolidine-1-carboxylic acid benzyl ester C(C1=CC=CC=C1)OC(=O)N1C(NC[C@H]1C(N(C)C1=CC(=C(C=C1)F)Cl)=O)=O